NC=1C2=C(N=CN1)N(C(=C2C2=CC=C(C=C2)C(=O)N2CCCC2)C2=CC=C(C=C2)NC(C=C)=O)C N-(4-(4-amino-7-methyl-5-(4-(pyrrolidine-1-carbonyl)phenyl)-7H-pyrrolo[2,3-d]pyrimidin-6-yl)phenyl)acrylamide